5-amino-1,3,6-naphthalenetrisulfonic acid NC1=C2C=C(C=C(C2=CC=C1S(=O)(=O)O)S(=O)(=O)O)S(=O)(=O)O